C(C)(C)(C)OC(C(=C)CN(CC1CN(C=2N(C1)N=CC2)C2=CC=C(C=C2)C(F)(F)F)C(=O)OC(C)(C)C)=O tert-butyl-2-(((tert-butoxycarbonyl)((4-(4-(trifluoromethyl)phenyl)-4,5,6,7-tetrahydropyrazolo[1,5-a]pyrimidin-6-yl)methyl)amino)methyl)acrylate